C(C)OC(=O)C=1SC(=NN1)C1=CC(=C(C=C1)[N+](=O)[O-])OC 5-(3-methoxy-4-nitrophenyl)-1,3,4-thiadiazole-2-carboxylic acid ethyl ester